OC1=C(C=C(C=C1OC)CC(C(=O)[O-])C(=O)[O-])OC 2-[(4-hydroxy-3,5-dimethoxyphenyl)methyl]propanedioate